CC1CCC(CC1)N(C(C(C)(C)C)=O)[C@H]1C[C@H](N(C1)C(=O)OC(C)(C)C)C(=O)N1CCOCC1 tert-butyl (2S,4S)-4-(N-((1s,4R)-4-methylcyclohexyl)pivalamido)-2-(morpholine-4-carbonyl)pyrrolidine-1-carboxylate